CC1CC(NC1)C=O 4-methylpyrrolidine-2-formaldehyde